(2S)-tert-butyl 2-((tert-butoxycarbonyl)amino)-4-(3-methyl-3-(4-phenyl-1H-1,2,3-triazol-1-yl)butylsulfonimidoyl)butanoate C(C)(C)(C)OC(=O)N[C@H](C(=O)OC(C)(C)C)CCS(=O)(=N)CCC(C)(N1N=NC(=C1)C1=CC=CC=C1)C